NCC(C1=CC=CC=C1)C=1C=CC(=C(C1)C=1C(=CC=CC1F)C(=O)N)Cl 5'-(2-amino-1-phenylethyl)-2'-chloro-6-fluoro-[1,1'-biphenyl]-2-carboxamide